2-(3-(5-amino-6-(cyclopropylethynyl)pyrazin-2-yl)-4-methylphenyl)-3,3,3-trifluoro-2-hydroxypropanamide NC=1N=CC(=NC1C#CC1CC1)C=1C=C(C=CC1C)C(C(=O)N)(C(F)(F)F)O